7-Methyl-N-(3-(1-(4-methyl-4H-1,2,4-triazol-3-ylthio)ethyl)phenyl)quinoline-3-carboxamide CC1=CC=C2C=C(C=NC2=C1)C(=O)NC1=CC(=CC=C1)C(C)SC1=NN=CN1C